6-Chloro-N-[1-(4-methoxybenzyl)piperidin-4-yl]-2-{4-[4-(1,3-thiazol-4-ylmethyl)piperazin-1-yl]phenyl}-3H-imidazo[4,5-b]pyridin-7-amine ClC=1C(=C2C(=NC1)NC(=N2)C2=CC=C(C=C2)N2CCN(CC2)CC=2N=CSC2)NC2CCN(CC2)CC2=CC=C(C=C2)OC